propyl 2-(2-(4-(3-chloro-5-(5-methyl-1,2,4-oxadiazol-3-yl)benzamido)-1-methylpiperidin-4-yl)acetamido)-4-methylthiazole-5-carboxylate ClC=1C=C(C(=O)NC2(CCN(CC2)C)CC(=O)NC=2SC(=C(N2)C)C(=O)OCCC)C=C(C1)C1=NOC(=N1)C